tert-butyl ((1s,4s)-4-((3-iodo-7-morpholino-1,6-naphthyridin-5-yl)oxy)cyclohexyl)carbamate IC=1C=NC2=CC(=NC(=C2C1)OC1CCC(CC1)NC(OC(C)(C)C)=O)N1CCOCC1